C(C)(C)N1C[C@H](CC1)CC(=O)NC=1C=C(C(=NC1)C)NC(=O)C=1C=NN2C1SC(=C2)C=2C=NN(C2)C (R)-N-(5-(2-(1-isopropylpyrrolidin-3-yl)acetamido)-2-methylpyridin-3-yl)-2-(1-methyl-1H-pyrazol-4-yl)pyrazolo[5,1-b]Thiazole-7-carboxamide